1,3-dihydrospiro[indene-2,4'-piperidin] N1CCC2(CC1)CC1=CC=CC=C1C2